2-acetyl-2-azaspiro[3.3]heptane-6-yl methanesulfonate CS(=O)(=O)OC1CC2(CN(C2)C(C)=O)C1